BrC=1C=C(C[C@]2(C[C@H](CC2)NS(=O)(=O)C)C=2OC(=C(N2)C(=O)OCC)C)C=CC1F ethyl 2-((1R,3S)-1-(3-bromo-4-fluorobenzyl)-3-(methylsulfonamido)cyclopentyl)-5-methyloxazole-4-carboxylate